((tert-butyldiphenylsilyl)oxy)-2-(dimethylcarbamoyl)-4,6,7,8-tetrahydropyrazolo[4,3-C]azepine-5(2H)-carboxylic acid benzyl ester C(C1=CC=CC=C1)OC(=O)N1CC=2C(CCC1)=NN(C2O[Si](C2=CC=CC=C2)(C2=CC=CC=C2)C(C)(C)C)C(N(C)C)=O